NC=1C(=C(C(=O)OC)C=CC1)Br methyl 3-amino-2-bromo-benzoate